FC=1C=C(C=O)C=C(C1OC1=CC=C2C=CC(=NC2=C1)C(F)(F)F)F 3,5-difluoro-4-((2-(trifluoromethyl)quinolin-7-yl)oxy)benzaldehyde